NC1=C(C=O)C=CC=C1N 2,3-diaminobenzaldehyde